C(C)(=O)C1=CC=C(S1)C(=O)O 5-ACETYLTHIOPHENE-2-CARBOXYLIC ACID